3-(2,5-dichloropyrimidin-4-yl)-6-nitro-1H-indole ClC1=NC=C(C(=N1)C1=CNC2=CC(=CC=C12)[N+](=O)[O-])Cl